1-methyl-6-[4-[2-(2-methyltetrahydropyran-4-yl)oxyethoxy]phenoxy]indazole-5-carboxamide CN1N=CC2=CC(=C(C=C12)OC1=CC=C(C=C1)OCCOC1CC(OCC1)C)C(=O)N